CC1OCCC1 L-2-methyl-tetrahydrofuran